8-((4,6-difluoro-2,2-dimethylindolin-1-yl)methyl)-N,N-dimethyl-2-morpholino-4-oxo-4H-chromene-6-carboxamide FC1=C2CC(N(C2=CC(=C1)F)CC=1C=C(C=C2C(C=C(OC12)N1CCOCC1)=O)C(=O)N(C)C)(C)C